N1=C(C=CC=C1)N1N=NC=C1 3-(2-pyridyl)triazole